1-bromo-3-(pyridin-4-yl)propan-2-one hydrobromide Br.BrCC(CC1=CC=NC=C1)=O